C(C1=CC=CC=C1)C1=CC(=NN1)C(=O)NC1C2CC2C=2C=CC=CC2N(C1=O)C 5-benzyl-N-{7-methyl-6-oxo-7-azatricyclo[6.4.0.0^{2,4}]dodeca-1(8),9,11-trien-5-yl}-1H-pyrazole-3-carboxamide